4-(3-chloro-4-fluorophenyl)-2-(methylsulfonyl)-N6-(piperidin-4-yl)pyrimidine-4,6-diamine ClC=1C=C(C=CC1F)C1(NC(=NC(=C1)NC1CCNCC1)S(=O)(=O)C)N